OC1=C(C(=CC(=C1)C(F)(F)F)C)C1=CC=C(N=N1)N1[C@@H]2[C@H](CC1)N(CC2)C(C)=O |r| 1-[rac-(3aS,6aS)-1-[6-[2-hydroxy-6-methyl-4-(trifluoromethyl)phenyl]pyridazin-3-yl]-2,3,3a,5,6,6a-hexahydropyrrolo[3,2-b]pyrrol-4-yl]ethanone